FC1=C(C=C(C=C1)\C=N\N(C1=NS(C2=C1C=CC=C2)(=O)=O)C)SC N-[(E)-(4-Fluoro-3-methylsulfanyl-phenyl)methylenamino]-N-methyl-1,1-dioxo-1,2-benzothiazol-3-amin